ClC=1N=CC2=C(N1)N1C(=C(C2=O)C(=O)OCC)N(C2=C1C=CC=C2)C ethyl 2-chloro-7-methyl-5-oxo-5,7-dihydrobenzo[4',5']imidazo[1',2':1,6]pyrido[2,3-d]pyrimidine-6-carboxylate